C(#N)C=1C=C(OC=2C=CC(=C3[C@@H]([C@@H](CC23)F)O)S(=NC#N)(=O)C)C=C(C1)F N-(((2R,3S)-7-(3-cyano-5-fluorophenoxy)-2-fluoro-3-hydroxy-2,3-dihydro-1H-inden-4-yl)(methyl)(oxo)-λ6-sulfanylidene)cyanamide